CC1C/C(/C(\C(\C1)=C\C1=CC=C(C=C1)N(C)CCC(=O)[O-])=O)=C\C1=CC=C(C=C1)N(C)CCC(=O)[O-].[Na+].[Na+] sodium 3,3'-[(((1E,1'E)-(5-methyl-2-oxocyclohexane-1,3-diylidene) bis(methanylylidene)) bis(4,1-phenylene)) bis(methylazanediyl)]dipropanoate